1-(2-(Cyclopropanesulfonamido)pyrimidin-4-yl)-N-(5-(6-ethoxypyrazin-2-yl)pyridin-2-yl)-4-(pyrrolidin-1-yl)cyclohexane-1-carboxamide C1(CC1)S(=O)(=O)NC1=NC=CC(=N1)C1(CCC(CC1)N1CCCC1)C(=O)NC1=NC=C(C=C1)C1=NC(=CN=C1)OCC